CN(C[C@@H]([C@@](CC)(O)C1=CC(=CC=C1)OC)C)C (2S,3R)-1-(Dimethylamino)-3-(3-methoxyphenyl)-2-methylpentan-3-ol